3-(aminomethyl)-6-(4-tert-butyl-2-methyl-phenyl)-2-methyl-1H-pyridin-4-one NCC1=C(NC(=CC1=O)C1=C(C=C(C=C1)C(C)(C)C)C)C